3-(5-(3-fluoro-4-((4-hydroxy-4-phenylpiperidin-1-yl)methyl)pyridin-2-yl)-1-oxoisoindolin-2-yl)piperidine-2,6-dione FC=1C(=NC=CC1CN1CCC(CC1)(C1=CC=CC=C1)O)C=1C=C2CN(C(C2=CC1)=O)C1C(NC(CC1)=O)=O